N1C(CNCC1)C#N Piperazine-2-carbonitrile